N-[2-(3-Methylpyridin-2-yl)-[1,3]thiazolo[5,4-c]pyridin-6-yl]-5-(morpholin-4-yl)-6-[(piperidin-1-yl)methyl]pyridin-2-amine CC=1C(=NC=CC1)C=1SC=2C=NC(=CC2N1)NC1=NC(=C(C=C1)N1CCOCC1)CN1CCCCC1